ClC=1C=NC=C(C1[C@@H](C)OC=1C=C2C(=NNC2=CC1)C=1C=NC(=NC1)N1CC2(CCS(C2)(=O)=O)CC1)Cl 7-[5-[5-[(1R)-1-(3,5-dichloro-4-pyridyl)ethoxy]-1H-indazol-3-yl]pyrimidin-2-yl]-2λ6-thia-7-azaspiro[4.4]nonane 2,2-dioxide